tert-butyl (2'S,3S,4'S,5'R)-6-chloro-4'-(3-chloro-2-fluorophenyl)-2'-neopentylspiro[indoline-3,3'-pyrrolidine]-5'-carboxylate ClC1=CC=C2C(=C1)NC[C@@]21[C@@H](N[C@H]([C@@H]1C1=C(C(=CC=C1)Cl)F)C(=O)OC(C)(C)C)CC(C)(C)C